CC(CC(=C)C)OC(C(C)C)=O 2-methyl-propionic acid 1,3-dimethyl-3-buten-1-yl ester